C(C1=CC=CC=C1)SC1=C(C2=C(C=C(O2)C(=O)OCC)C=C1)F ethyl 6-(benzylthio)-7-fluorobenzofuran-2-carboxylate